methyl 2-{5-[(5-{2-amino-5-methyl-4-oxoimidazo[4,5-c]pyridin-3-yl} pentyl) oxy]-1-methylpyrazol-4-yl}-6-methylpyridine-4-carboxylate NC1=NC2=C(C(N(C=C2)C)=O)N1CCCCCOC1=C(C=NN1C)C1=NC(=CC(=C1)C(=O)OC)C